CN1N=CC(=C1)C1=CC=C(C=C1)CNC1=NC=NC(=C1)C1=CN=C2N1C=CC(=C2)N2CCCC2 N-{[4-(1-methyl-1H-pyrazol-4-yl)phenyl]methyl}-6-[7-(pyrrolidin-1-yl)imidazo[1,2-a]pyridin-3-yl]pyrimidin-4-amine